methyl 3-oxo-2-(2,2,2-trifluoroethyl)-3,4-dihydroquinoxaline-6-carboxylate O=C1C(=NC2=CC=C(C=C2N1)C(=O)OC)CC(F)(F)F